6-(4-methoxypyrrolo[2,1-f][1,2,4]triazin-5-yl)-2-methyl-1-((2-methylpyrimidin-4-yl)methyl)-1H-imidazo[4,5-b]pyridine COC1=NC=NN2C1=C(C=C2)C=2C=C1C(=NC2)N=C(N1CC1=NC(=NC=C1)C)C